C(C)(C)(C)OC(NC1=C(C=C2C(=NC(=NC2=C1)C)N[C@H](C)C1=C(C(=CC=C1)C(F)F)F)P(=O)(C)C)=O (R)-(4-((1-(3-(difluoromethyl)-2-fluorophenyl)ethyl)amino)-6-(dimethylphosphoryl)-2-methylquinazolin-7-yl)carbamic acid tert-butyl ester